CC1=NC2=C(C=CC=C2C=C1C1=NC(C(C2=CC=CC=C12)(F)F)(C)C)F methyl-3-(4,4-difluoro-3,3-dimethyl-3,4-dihydroisoquinolin-1-yl)-8-fluoroquinoline